4-nitrophenyl 1-(4-methoxy-3-(pyrimidin-5-yl)phenyl)-3-methyl-5-oxo-4,5-dihydro-1H-pyrazole-4-carboxylate COC1=C(C=C(C=C1)N1N=C(C(C1=O)C(=O)OC1=CC=C(C=C1)[N+](=O)[O-])C)C=1C=NC=NC1